3-(2-(2-(2-(1,3-dioxoisoindolin-2-yl)ethoxy)ethoxy)ethoxy)propanoic Acid O=C1N(C(C2=CC=CC=C12)=O)CCOCCOCCOCCC(=O)O